1-(4-(2'-((1-methylpyrrolidin-2-yl)methoxy)-5',8'-dihydro-6'H-spiro[cyclohexane-1,7'-quinazolin]-4'-yl)piperazin-1-yl)prop-2-en-1-one CN1C(CCC1)COC1=NC=2CC3(CCC2C(=N1)N1CCN(CC1)C(C=C)=O)CCCCC3